BrC=1C(=NC(=NC1)Cl)NC1=C(C=C(C(=C1)F)O)P(C)(C)=O (2-((5-bromo-2-chloropyrimidin-4-yl)amino)-4-fluoro-5-hydroxyphenyl)dimethylphosphine oxide